3-[2-(1,3-dioxolan-2-yl)-1-hydroxyethyl]-3-hydroxyazetidine-1-carboxylic acid phenylmethyl ester C1(=CC=CC=C1)COC(=O)N1CC(C1)(O)C(CC1OCCO1)O